FC(C1=NN=C(S1)C1=NC=C2N1C=C(C=C2C2=CCN(CC2)C(=O)N(C)C)S(NC2(CC2)C)(=O)=O)F 4-(3-(5-(difluoromethyl)-1,3,4-thiadiazol-2-yl)-6-(N-(1-methylcyclopropyl)sulfamoyl)imidazo[1,5-a]pyridin-8-yl)-N,N-dimethyl-5,6-dihydropyridine-1(2H)-carboxamide